COS(=O)(=O)[O-].C(C(=C)C)(=O)OCC[N+](C)(C)C 2-methacryloyloxyethyltrimethylammonium Methylsulfat